BrC=CC(=O)O 3-bromoprop-2-enoic acid